FC=1C=C(CNC=2C=C3C(=NN(C3=CC2)C2OCCCC2)\C=C\C2=NC=CC=C2)C=C(C1)F (E)-N-(3,5-difluorobenzyl)-3-(2-(pyridin-2-yl)vinyl)-1-(tetrahydro-2H-pyran-2-yl)-1H-indazol-5-amine